nitrosonitrate N(=O)O[N+](=O)[O-]